sodium para-toluenesulfonate CC1=CC=C(C=C1)S(=O)(=O)[O-].[Na+]